C(C)(=O)NCCC1=CN(C2=CC=C(C=C12)SCCCC)C(=O)OC(C)(C)C tert-butyl 3-(2-acetamidoethyl)-5-(butylthio)-1H-indole-1-carboxylate